tert-butyl (3R)-3-[6-[2-cyano-3-[[ethyl(methyl)sulfamoyl]amino]-6-fluoro-phenoxy]-4-methoxy-3-quinolyl]-1-oxa-8-azaspiro[4.5]decane-8-carboxylate C(#N)C1=C(OC=2C=C3C(=C(C=NC3=CC2)[C@@H]2COC3(C2)CCN(CC3)C(=O)OC(C)(C)C)OC)C(=CC=C1NS(N(C)CC)(=O)=O)F